C1(C=CC(N1CCCCCC(=O)ON1C(C(CC1=O)S(=O)(=O)O)=O)=O)=O N-maleimidocaproyl-oxysulfosuccinimide